OC1(C(=C(C(=C1C1=CC=CC=C1)C1=CC=CC=C1)C1=CC=CC=C1)C1=CC=CC=C1)C1=C(C=CC=C1)C=1C(C(=C(C1C1=CC=CC=C1)C1=CC=CC=C1)C1=CC=CC=C1)=O 1-hydroxytetraphenyl-cyclopentadienyl-(tetraphenyl-2,4-cyclopentadien-1-one)